FC(CCCCCCOC(CCC(=O)OCC1=CC(=CC(=C1)CO)COC(CC12CC3CC(CC(C1)C3)C2)=O)OCCCCCCC(C(F)(F)F)(F)F)(C(F)(F)F)F 3-((2-((3r,5r,7r)-adamantan-1-yl)acetoxy)methyl)-5-(hydroxymethyl)benzyl 4,4-bis((7,7,8,8,8-pentafluorooctyl)oxy)butanoate